(trans)-3-[[5-chloro-2-[(7-chloro-1-hydroxy-3H-2,1-benzoxaborole-5-yl)amino]pyrimidin-4-yl]amino]tetrahydropyran-4-carbonitrile ClC=1C(=NC(=NC1)NC=1C=C(C2=C(COB2O)C1)Cl)N[C@@H]1COCC[C@H]1C#N